6-(azetidin-1-yl)-N-(((S)-3-methyl-1,2,3,5,6,7-hexahydro-s-indacen-4-yl)carbamoyl)-N'-trityl-6,7-dihydro-5H-pyrazolo[5,1-b][1,3]oxazine-3-sulfonimidamide N1(CCC1)C1CN2C(OC1)=C(C=N2)S(=O)(NC(NC2=C1[C@H](CCC1=CC=1CCCC21)C)=O)=NC(C2=CC=CC=C2)(C2=CC=CC=C2)C2=CC=CC=C2